O.O[C@H](C(=O)O)[C@@H](C(=O)O)O.N[C@H]1[C@@H](CC(C2=CC(=C(C=C12)F)F)(C)C)O (1R,2R)-1-amino-6,7-difluoro-4,4-dimethyl-1,2,3,4-tetrahydronaphthalen-2-ol (2S,3S)-2,3-dihydroxysuccinate monohydrate